(R)-4-((3,4-dimethylpiperazin-1-yl)methyl)-3-methylaniline C[C@@H]1CN(CCN1C)CC1=C(C=C(N)C=C1)C